O1COC2=C1C=CC(=C2)N(C(=O)C=2C=C(C=CC2)N2N=C(C1=C2CN(CC1)S(=O)(=O)C1=CC=C(C(=O)O)C=C1)C(F)(F)F)C 4-[[1-[3-[1,3-benzodioxol-5-yl(methyl)carbamoyl]phenyl]-3-(trifluoromethyl)-5,7-dihydro-4H-pyrazolo[3,4-c]pyridin-6-yl]sulfonyl]benzoic acid